4,5-dihydro-3H-isothiazol-1-oxide S1(NCCC1)=O